3-(piperidin-1-yl)propanamide N1(CCCCC1)CCC(=O)N